C(C)(=O)O[C@H]([C@@H](CNC(CC1=CC=C(C=C1)C#C)=O)OC(C)=O)[C@@H]1O[C@](C[C@@H]([C@H]1NC(COC(C)=O)=O)OC(C)=O)(C(=O)OC)OCCCCCC (1R,2R)-1-((2R,3R,4S,6R)-4-acetoxy-3-(2-acetoxyacetamido)-6-(hexyloxy)-6-(methoxycarbonyl)tetrahydro-2H-pyran-2-yl)-3-(2-(4-ethynylphenyl)acetamido)propane-1,2-diyl diacetate